4-[3-[2,6-Dichloro-4-(1-methylindazol-5-yl)benzoyl]-2,4-dihydro-1,3-benzoxazin-8-yl]-5-fluoro-2-(3-oxa-8-azabicyclo[3.2.1]octan-8-yl)benzoic acid ClC1=C(C(=O)N2COC3=C(C2)C=CC=C3C3=CC(=C(C(=O)O)C=C3F)N3C2COCC3CC2)C(=CC(=C1)C=1C=C2C=NN(C2=CC1)C)Cl